4-(5-(2,6-dimethylphenoxy)-1-methyl-2-oxo-1,2-dihydropyridin-4-yl)-6-methyl-2-(p-tolyl)-1,6-dihydro-7H-pyrrolo[2,3-c]pyridin-7-one CC1=C(OC=2C(=CC(N(C2)C)=O)C=2C3=C(C(N(C2)C)=O)NC(=C3)C3=CC=C(C=C3)C)C(=CC=C1)C